C1(=CC=CC=C1)OS(=O)(=O)F phenyl-fluorosulfonic acid